BrC1=C(CS(=O)(=O)C2=CC3=C(S\C(\C(N3)=O)=C/C3=C(C=C(C=C3F)F)F)C=C2)C(=CC=C1)Br (Z)-6-((2,6-dibromobenzyl)sulfonyl)-2-(2,4,6-trifluorobenzylidene)-2H-benzo[b][1,4]thiazin-3(4H)-one